(R)-7-(6-(1-(2,2-difluoro-1-(4-fluorophenyl)propyl)-1H-pyrazol-4-yl)-3,5-difluoropyridin-2-yl)-[1,2,4]triazolo[1,5-a]pyridin-2-amine FC([C@@H](C1=CC=C(C=C1)F)N1N=CC(=C1)C1=C(C=C(C(=N1)C1=CC=2N(C=C1)N=C(N2)N)F)F)(C)F